N(C(=N)N)C(C(=O)O)CC(=O)O.C(CCCCCCCCC\C=C/CCCCCCCC)(=O)O cis-gondoic acid guanidinosuccinate